1,2-dimethyl-3-hydroxyethylimidazole CN1C(N(C=C1)CCO)C